FC=1C=C(C=CC1)[C@H]([C@@H]1N([C@@H](CC1)CC1CCOCC1)C(=O)OC(C)(C)C)O tert-butyl (2R,5S)-2-((R)-(3-fluoro-phenyl)(hydroxy)methyl)-5-((tetrahydro-2H-pyran-4-yl)methyl)pyrrolidine-1-carboxylate